4-((5-(3,4-dichlorophenyl)thiophen-3-yl)thio)-1H-1,2,3-triazole-5-carboxylic acid ClC=1C=C(C=CC1Cl)C1=CC(=CS1)SC=1N=NNC1C(=O)O